C1([C@H](O)[C@@H](O)[C@H](O)[C@H](O1)CO)C(O)C(=O)[C@@H](O)[C@H](O)[C@H](O)CO D-Glucopyranosyl-D-fructose